1-(4-(azetidin-1-yl)-4-oxobut-2-yn-1-yl)-4-hydroxy-N-(4-(4-morpholino-7H-pyrrolo[2,3-d]pyrimidin-6-yl)phenyl)piperidine-4-carboxamide N1(CCC1)C(C#CCN1CCC(CC1)(C(=O)NC1=CC=C(C=C1)C1=CC2=C(N=CN=C2N2CCOCC2)N1)O)=O